COC1=C(C=CC(=C1)C=1C=NN(C1)C)NC=1N=CC2=C(N1)C(=NC=C2)NC[C@]2(COCC2)C (S)-N2-(2-methoxy-4-(1-methyl-1H-pyrazol-4-yl)phenyl)-N8-((3-methyltetrahydrofuran-3-yl)methyl)pyrido[3,4-d]pyrimidine-2,8-diamine